CC=1CC2=CC=CC(=C2C1)C1=CC=CC2=CC=CC=C12 1-(2-methyl-1H-inden-4-yl)naphthalene